(S)-4-amino-2-(4-chloro-2-fluorophenyl)-6-(2-(1-methyl-1H-pyrazol-4-yl)morpholino)nicotinic acid hydrochloride Cl.NC1=CC(=NC(=C1C(=O)O)C1=C(C=C(C=C1)Cl)F)N1C[C@@H](OCC1)C=1C=NN(C1)C